ClC=1C=C(CN(C2CC3=C(N(N=C3CC2)C2=NC=CC=C2)O)C)C=CC1Cl 5-[(3,4-dichlorobenzyl)methylamino]-2-(pyridin-2-yl)-4,5,6,7-tetrahydro-2H-indazol-3-ol